ClC1=C(C=C(C=C1)NC(NC1=CC=C(OC2=CC(=NC=N2)NC(=O)C2CC2)C=C1)=O)C(F)(F)F N-(6-(4-(3-(4-chloro-3-(trifluoromethyl)phenyl)ureido)phenoxy)pyrimidin-4-yl)cyclopropanecarboxamide